S(=O)(=O)([O-])[O-].[Zn+2] Zinc Sulfate